5-(4-(piperazin-1-yl)phenyl)-6-(4-(trifluoromethyl)phenyl)-5,6,7,8-tetrahydronaphthalene N1(CCNCC1)C1=CC=C(C=C1)C1C=2C=CC=CC2CCC1C1=CC=C(C=C1)C(F)(F)F